C(C)(=O)C1=NN(C2=C(C=C(C=C12)C=1C=NC(=NC1)C)C)CC(=O)N1[C@@H]2C[C@@]2(C[C@H]1C(=O)NC1=NC(=CC=C1)O)C (1R,3S,5R)-2-(2-(3-acetyl-7-methyl-5-(2-methylpyrimidin-5-yl)-1H-indazol-1-yl)acetyl)-N-(6-hydroxypyridin-2-yl)-5-methyl-2-azabicyclo[3.1.0]hexane-3-carboxamide